di(tetradecyloxy) propyl-2-methoxy-ethylene succinate C(CCC(=O)O)(=O)O.C(CCCCCCCCCCCCC)OC(=C(CCC)OCCCCCCCCCCCCCC)OC